BrC=1C=C(C(=O)O)C(=CN1)[N+](=O)[O-] 2-Bromo-5-nitroisonicotinic Acid